CNC(=O)C1=CC=C(C(=N1)F)N1CCN(CC1)CC=1C=CC=2C3=C(C(NC2C1F)=O)CNC3 7-((4-(6-methylcarbamoyl-2-fluoropyridin-3-yl)piperazin-1-yl)methyl)-6-fluoro-1,2,3,5-tetrahydro-4H-pyrrolo[3,4-c]quinolin-4-one